CC(=O)CC(C(=O)O)N The molecule is a derivative of valeric acid having amino and oxo substituents at the 2- and 4-positions respectively. It is a 4-oxo monocarboxylic acid and a non-proteinogenic alpha-amino acid. It derives from a valeric acid. It is a tautomer of a 2-amino-4-oxopentanoic acid zwitterion.